C(C)(=O)O.C(C)(C)(C)OC(N[C@@H]1CC[C@H](CC1)C[C@H](C)N[C@@H](C)C1=CC=CC=C1)=O (Trans-4-((S)-2-(((S)-1-phenylethyl)amino)propyl)cyclohexyl)carbamic acid tert-butyl ester acetate